3,7-dichloro-5-methanesulfonyl-8-quinolinecarboxylic acid ClC=1C=NC2=C(C(=CC(=C2C1)S(=O)(=O)C)Cl)C(=O)O